ClC=1C=CC(=NC1)CN1N=C(C=CC1=O)C1=CC=C(C=C1)OC(F)F 2-((5-chloropyridin-2-yl)methyl)-6-(4-(difluoromethoxy)phenyl)-pyridazin-3(2H)-one